(6-(4-(2-(3-methoxy-3-methylbutoxy)phenyl)piperidin-1-yl)-2-azaspiro[3.4]oct-2-yl)methanone COC(CCOC1=C(C=CC=C1)C1CCN(CC1)C1CC2(CN(C2)C=O)CC1)(C)C